(S)-2-(2-((2-aminophenyl)sulfonamido)acetamido)-N-(4-methoxyphenyl)-N-methyl-3-phenylpropionamide NC1=C(C=CC=C1)S(=O)(=O)NCC(=O)N[C@H](C(=O)N(C)C1=CC=C(C=C1)OC)CC1=CC=CC=C1